CO[Si](CCCN(CCCN(CCC[Si](OC)(OC)OC)CCC[Si](OC)(OC)OC)CCC[Si](OC)(OC)OC)(OC)OC 1,3-bis{bis(3-trimethoxysilylpropyl)amino}propane